Cl.Cl.C(C)(C)(C)NC1CN(CC1)C1=CN=C(N=N1)C1=C(C=C(C=C1)C=1C(=NNC1)F)O 2-{6-[3-(tert-butylamino)pyrrolidin-1-yl]-1,2,4-triazin-3-yl}-5-(3-fluoro-1H-pyrazol-4-yl)phenol dihydrochloride